5-[[2-(4-chloro-5-methyl-6-oxo-pyridazin-1-yl)acetyl]amino]-2-methyl-benzenesulfonyl fluoride ClC=1C=NN(C(C1C)=O)CC(=O)NC=1C=CC(=C(C1)S(=O)(=O)F)C